N-(4-fluorobenzyl)-2-(1-methylpyrrolidin-2-yl)ethane-1-amine FC1=CC=C(CNCCC2N(CCC2)C)C=C1